BrC1=C(C=CS1)OC 5-bromo-4-methoxythiophene